2-(2,7-Dimethylimidazo[1,2-a]pyridin-8-yl)-5-propylbenzene-1,3-diol CC=1N=C2N(C=CC(=C2C2=C(C=C(C=C2O)CCC)O)C)C1